CNC(O[C@@H]1CC[C@H](CC1)C(N(C[C@@H]1CC[C@H](CC1)C1=NC(=C(C=C1)OC)C)C1=CC(=CC=C1)C=1C=NN(C1)C1CCC1)=O)=O trans-4-((3-(1-Cyclobutyl-1H-pyrazol-4-yl)phenyl)((trans-4-(5-methoxy-6-methylpyridin-2-yl)cyclohexyl)methyl)carbamoyl)cyclohexyl methylcarbamate